FC1=C(C(=C(C(=C1P)F)F)F)F (pentafluorophenyl)phosphine